C[C@@H]1CN(C[C@@H](N1)C)C=1N=NC(=CN1)C1=C(C=C(C=C1)N1N=CC=N1)O 2-{3-[(3R,5S)-3,5-dimethylpiperazin-1-yl]-1,2,4-triazin-6-yl}-5-(2H-1,2,3-triazol-2-yl)phenol